OC(CCCCCCCC(=O)OC(CO)CO)C(CCCCCCCC)O 1,3-dihydroxypropan-2-yl 9,10-dihydroxyoctadecanoate